ethyl 4-(2-fluoro-4-methoxythieno[3,2-E]benzofuran-7-yl)-2-methyl-4-oxobutanoate FC=1OC2=C(C1)C1=C(C=C2OC)SC(=C1)C(CC(C(=O)OCC)C)=O